2,3-Di-tertbutyl-Phenol C(C)(C)(C)C1=C(C=CC=C1C(C)(C)C)O